CS(=O)(=O)[N-]C1=CC(=CC=C1)[C@@H](CCN1CCC(CC1)O)NC(=O)C1=CC=2C(=NC=3CC[C@@H](CC3C2)C(C)(C)C)S1 methylsulfonyl-[3-[(1R)-3-(4-hydroxy-1-piperidyl)-1-[[(6S)-6-tert-butyl-5,6,7,8-tetrahydrothieno[2,3-b]quinoline-2-carbonyl]amino]propyl]phenyl]azanide